COC1=C(C(NC(N1)=O)=O)CC(=O)O methoxycarboxymethyluracil